ClC1=CC=2C(OC(C3=CC(=NC=C3C3=CC=C(C(NS(C(=C1OC)C2)(=O)=O)=C3)OC)F)C)=O 13-chloro-5-fluoro-14,19-dimethoxy-8-methyl-16,16-dioxo-9-oxa-16λ6-thia-4,17-diazatetracyclo[16.3.1.111,15.02,7]tricosa-1(21),2,4,6,11(23),12,14,18(22),19-nonaen-10-one